(3S)-3-carbamimidamidobutanoic acid N(C(=N)N)[C@H](CC(=O)O)C